Amino-8-methyl-7,8-dihydro-5H-pyrano[4,3-b]pyridin-5-one NC1=CC=C2C(=N1)C(COC2=O)C